C(C)(C)(C)OC(=O)N1CCC(C(C2=C1C=CC(=C2)Cl)(O)COC(C2=CC=C(C=C2)Br)=O)(F)F 5-[(4-bromobenzoyloxy)methyl]-7-chloro-4,4-difluoro-5-hydroxy-2,3,4,5-tetrahydro-1H-1-benzazepine-1-carboxylic acid tert-butyl ester